2-[2-[tert-butyl (diphenyl)silyl]oxyethoxy]ethyl trifluoromethanesulfonate FC(S(=O)(=O)OCCOCCO[Si](C1=CC=CC=C1)(C1=CC=CC=C1)C(C)(C)C)(F)F